[(2S,3R,4S,5R)-2-acetoxy-4-benzyloxy-5-(benzyloxymethyl)-5-methyl-tetrahydrofuran-3-yl]acetate C(C)(=O)O[C@@H]1O[C@]([C@H]([C@H]1CC(=O)[O-])OCC1=CC=CC=C1)(C)COCC1=CC=CC=C1